2,3-dimethylglutaryl chloride CC(C(=O)Cl)C(CC(=O)Cl)C